(benzyloxy)-2-(difluoromethyl)-N-(1-methylpyrrolidin-3-yl)-1-benzothiophene-3-carboxamide C(C1=CC=CC=C1)OC1=CC=CC2=C1C(=C(S2)C(F)F)C(=O)NC2CN(CC2)C